ClC1=C(C(=O)N2CC3CCC(C2)N3C3=CC(=CC(=N3)CNC(=O)C3CCC3)S(=O)(=O)CC(C)(C)C)C=CC(=C1)F N-[[6-[3-(2-chloro-4-fluoro-benzoyl)-3,8-diazabicyclo[3.2.1]octan-8-yl]-4-(2,2-dimethylpropylsulfonyl)-2-pyridyl]methyl]cyclobutanecarboxamide